1-(((7-(benzyloxy)-4-iodo-2,3-dihydrobenzofuran-5-yl)methyl)(tert-butoxycarbonyl)Amino)-4-oxo-1,4-dihydropyridine-3-carboxylic acid methyl ester COC(=O)C1=CN(C=CC1=O)N(C(=O)OC(C)(C)C)CC=1C=C(C2=C(CCO2)C1I)OCC1=CC=CC=C1